deoxy-2'-fluoro-2'-C-methylcytidine F[C@]1([C@@H](O[C@@H]([C@H]1O)CO)N1C(=O)N=C(N)C=C1)C